[Hg].[Cd].ClC1=CC=C(C(=N1)C(=O)NS(=O)(=O)C)N[C@H](C)C=1C=C(C=C2C(N(C(=NC12)N1C[C@H](OCC1)C1=CC=CC=C1)C)=O)C 6-chloro-3-(((R)-1-(3,6-dimethyl-4-oxo-2-((R)-2-phenylmorpholino)-3,4-dihydroquinazolin-8-yl)ethyl)amino)-N-(methylsulfonyl)picolinamide CADMIUM MERCURY